C(C)(C)(C)OC(=O)NC=1C(=NC(=C(C1)C(F)(F)F)NC(CCC=C)(C)C)C(=O)O 3-(tert-butoxycarbonylamino)-6-(1,1-dimethylpent-4-enylamino)-5-(trifluoromethyl)pyridine-2-carboxylic acid